NC1=C(C=C(C=C1C)C=1C=CC2=C(C=3CN(C(C3C=C2)=O)CC(C(=O)N)=C)C1)Cl 2-{[8-(4-amino-3-chloro-5-methylphenyl)-3-oxo-1H,2H,3H-benzo[e]isoindol-2-yl]methyl}prop-2-enamide